S(=O)(=O)(OCCC#N)OCC1CCS(O1)(=O)=O 2-cyanoethyl ((2,2-dioxo-1,2-oxathiolan-5-yl) methyl) sulfate